4-Amino-1-(8-chloroisoquinolin-5-yl)-7-bromo-2-oxo-1,2-dihydro-1,8-naphthyridine-3-carboxylic acid methyl ester COC(=O)C=1C(N(C2=NC(=CC=C2C1N)Br)C1=C2C=CN=CC2=C(C=C1)Cl)=O